FC([C@@H]1N(CCC1)CC1=CC=C(C=C1)C1=C(C=C2C(=N1)CCC2)C(=O)OC)(F)F methyl 2-[4-[[(2R)-2-(trifluoromethyl) pyrrolidin-1-yl] methyl] phenyl]-6,7-dihydro-5H-cyclopenta[b]pyridine-3-carboxylate